ClC=1C(=CC(=NC1)OC)C1=CC(=NN1)C(=O)N1CCC(CC1)C(=O)NCC1=NC=CC=C1C(F)(F)F 1-(5-(5-chloro-2-methoxypyridin-4-yl)-1H-pyrazole-3-carbonyl)-N-((3-(trifluoromethyl)pyridin-2-yl)methyl)piperidine-4-carboxamide